(R)-2-amino-3-hydroxypropionic acid N[C@@H](C(=O)O)CO